C(C)N1CC2(CN(C2)C=2C=CC(=NC2)NC2=NC=C(C(=N2)C2=CC=3C(N(CC4(C3S2)CCCCC4)C)=O)F)C1 2'-(2-((5-(6-Ethyl-2,6-diazaspiro[3.3]heptan-2-yl)pyridin-2-yl)amino)-5-fluoropyrimidin-4-yl)-5'-methyl-5',6'-dihydro-4'H-spiro[cyclohexane-1,7'-thieno[3,2-c]pyridin]-4'-one